ClC=1C2=C(SC1C(=O)N[C@H](C(=O)O)CC1=CC=CC=C1)C=C(C=C2)C (S)-2-(3-chloro-6-methylbenzo[b]thiophene-2-carboxamido)-3-phenylpropanoic acid